ClC1=C(C=C(C#N)C=C1)[C@@H]1COCCCN1 |r| (+/-)-4-chloro-3-(1,4-oxazepan-3-yl)benzonitrile